3-(1,2,3,4-tetrahydroisoquinolin-5-yl)-5-(1-methyl-1H-1,2,3-triazol-4-yl)pentanoic acid ethyl ester C(C)OC(CC(CCC=1N=NN(C1)C)C1=C2CCNCC2=CC=C1)=O